7-hydroxy-5-methoxy-2-(4-nitrophenyl)chroman-4-one OC1=CC(=C2C(CC(OC2=C1)C1=CC=C(C=C1)[N+](=O)[O-])=O)OC